(1R,4R)-N1-(1-(1H-pyrazol-4-yl)ethyl)-N4-(5-chloro-4-(5-(cyclopropyl-methyl)-1-methyl-1H-pyrazol-4-yl)pyrimidin-2-yl)cyclohexane-1,4-diamine N1N=CC(=C1)[C@@H](C)NC1CCC(CC1)NC1=NC=C(C(=N1)C=1C=NN(C1CC1CC1)C)Cl